[N-](S(=O)(=O)C(F)(F)F)S(=O)(=O)C(F)(F)F.C[N+](CCC)(C)C trimethyl-propylammonium bis(trifluoromethanesulfonyl)imide